6-((2-fluorophenyl)(morpholino)methyl)-1H-indol-7-ol FC1=C(C=CC=C1)C(C1=CC=C2C=CNC2=C1O)N1CCOCC1